CC1=C(C2=CC=CC=C2C=C1)C(=O)P(C1=CC=C(C=C1)CCC)(C(=O)C1=C(C=CC2=CC=CC=C12)C)=O bis(2-methyl-1-naphthoyl)-4-propylphenylphosphine oxide